CCCCCC/C=C\\CCCCCCCC(=O)NCC(=O)O The molecule is a fatty acid amide resulting from the formal condensation of the carboxy group of (9Z)-hexadecenoic acid with the amino group of glycine. It has a role as a human metabolite. It is a N-acylglycine 16:1 and a fatty amide. It derives from a palmitoleic acid. It is a conjugate acid of a N-[(9Z)-hexadecenoyl]glycinate.